tert-butyl 7-(methylsulfonamido)-6-((2,3',5'-trifluoro-[1,1'-biphenyl]-3-yl)methyl)-5-azaspiro[2.4]heptane-5-carboxylate CS(=O)(=O)NC1C(N(CC12CC2)C(=O)OC(C)(C)C)CC=2C(=C(C=CC2)C2=CC(=CC(=C2)F)F)F